N1(CCCCC1)S(=O)(=O)C1=CC=C(C=C1)CN1C=NC2=C1C=CC=C2 N-{[4-(piperidine-1-sulfonyl)phenyl]methyl}-1H-1,3-benzodiazole